ClC1=CN=C(C(=C1C(=O)NC1=C2C(N(CC2=CC=C1)C(C(C)(C)O)C1CC1)=O)C)OC 5-chloro-N-(2-(1-cyclopropyl-2-hydroxy-2-methylpropyl)-3-oxoisoindolin-4-yl)-2-methoxy-3-methylisonicotinamide